N-(2-(1H-pyrazol-1-yl)ethyl)-5-(4-chlorophenyl)isoxazole-3-carboxamide N1(N=CC=C1)CCNC(=O)C1=NOC(=C1)C1=CC=C(C=C1)Cl